1-(4-Chlorophenyl)-3-[5-(3,4-dichlorophenyl)thiophen-2-yl]urea ClC1=CC=C(C=C1)NC(=O)NC=1SC(=CC1)C1=CC(=C(C=C1)Cl)Cl